5,5'-dimethyl-3H-spiro[furo[2,3-c]pyridin-2,3'-pyrrolidine] CC=1C=C2C(=CN1)OC1(CNC(C1)C)C2